NCCCC[Si](OCC)(C)C 4-aminobutyldimethylethoxysilane